1-chloro-8-iodo-dibenzo[b,d]furan ClC1=CC=CC=2OC3=C(C21)C=C(C=C3)I